(2r,5s)-4-(5-(azetidin-1-yl)-7-(4-chloropyridin-2-yl)-7H-pyrrolo[2,3-d]pyrimidin-4-yl)-2,5-dimethylpiperazine-1-carboxylic acid tert-butyl ester C(C)(C)(C)OC(=O)N1[C@@H](CN([C@H](C1)C)C=1C2=C(N=CN1)N(C=C2N2CCC2)C2=NC=CC(=C2)Cl)C